(E)-1,2-bisbenzothiazol-6-yldiazene S1C=NC2=C1C=C(C=C2)\N=N\C2=CC1=C(N=CS1)C=C2